N1CCC(CC1)CC=1SC=CN1 [(piperidin-4-yl)methyl]-1,3-thiazole